COC=1C=CC(=C(C(=O)N)C1)C(F)(F)F 5-methoxy-2-(trifluoromethyl)benzamide